C(C1=CC=CC=C1)C=1C=CC(=C(C1)C1=CC(=CC=C1)C[C@H](C(=O)O)C)C(N)=O (R)-3-(5'-benzyl-2'-carbamoyl[1,1-biphenyl]-3-yl)-2-methylpropanoic acid